2-fluoro-N-(4-fluoro-1-methyl-3-(trifluoromethyl)-1H-pyrazol-5-yl)benzamide FC1=C(C(=O)NC2=C(C(=NN2C)C(F)(F)F)F)C=CC=C1